3-(6-methoxy-1-oxo-5-(7-(pyrrolidin-1-ylmethyl)imidazo[1,5-a]pyridin-5-yl)isoindolin-2-yl)piperidine-2,6-dione COC1=C(C=C2CN(C(C2=C1)=O)C1C(NC(CC1)=O)=O)C1=CC(=CC=2N1C=NC2)CN2CCCC2